N1=CN=C(C2=C1NC=C2)C=2C=NN(C2)C2(CCCC2)CCC#N 3-{1-[4-(7H-pyrrolo[2,3-d]-pyrimidin-4-yl)-1H-pyrazol-1-yl]-cyclopentyl}propanenitrile